NC1=C(C(=CC(=C1)C(C)(C)C)[N+](=O)[O-])O 2-amino-4-(tert-butyl)-6-nitrophenol